BrC1=CC=C2C(=N1)C(=CN2)C=2CCN(CC2)CC2=CC=CC=C2 5-bromo-3-(1-benzyl-1,2,3,6-tetrahydropyridin-4-yl)pyrrolo[3,2-b]pyridine